C(C)SSCC diethyl disulphide